5-(1-(2-(2,6-dioxopiperidin-3-yl)-6-fluoro-1,3-dioxoisoindolin-5-yl)hexahydropyrrolo[3,4-c]pyrrol-2(1H)-yl)pyridazine-3-carboxamide O=C1NC(CCC1N1C(C2=CC(=C(C=C2C1=O)C1N(CC2C1CNC2)C=2C=C(N=NC2)C(=O)N)F)=O)=O